(R)-1-((4-hydroxy-1-(3-phenylbutyryl)piperidin-4-yl)methyl)-5-(morpholine-4-carbonyl)-4-phenylpyridin-2(1H)-one OC1(CCN(CC1)C(C[C@@H](C)C1=CC=CC=C1)=O)CN1C(C=C(C(=C1)C(=O)N1CCOCC1)C1=CC=CC=C1)=O